O=C1NC(CCC1NC=1C=C(CN(CCN(C2=C(C=C(C(=C2)OC)NC2=NC=CC(=N2)C2=CN(C3=CC=CC=C23)C)NC(C=C)=O)C)C)C=CC1)=O N-(2-((2-((3-((2,6-dioxopiperidin-3-yl)amino)benzyl)(methyl)amino)ethyl)(methyl)amino)-4-methoxy-5-((4-(1-methyl-1H-indol-3-yl)pyrimidin-2-yl)amino)phenyl)acrylamide